C1(=CCCCC1)C=1C(=NN(C1N)C)[C@@H]1CN(CC1)CCC(F)(F)F (S)-4-(cyclohex-1-en-1-yl)-1-methyl-3-(1-(3,3,3-trifluoropropyl)pyrrolidin-3-yl)-1H-pyrazol-5-amine